[N+](=O)([O-])C1=CC=C(C(=O)O[C@@H]2C[C@H](CC2)C2=NN(C(=C2)NC(=O)OCC2=CC=CC=C2)C(C)(C)C)C=C1 trans-3-(5-(((benzyloxy)carbonyl)amino)-1-(tert-butyl)-1H-pyrazol-3-yl)cyclopentyl 4-nitrobenzoate